methyl 3-((2,3-dichloropyridin-4-yl)sulfanyl)propanoate ClC1=NC=CC(=C1Cl)SCCC(=O)OC